CC1=C(C=2N(C=C1C=1NC3=CC=C(C=C3C1C(C)C)C1CCN(CC1)CC(=O)N)N=CN2)C (4-(2-(7,8-dimethyl-[1,2,4]triazolo[1,5-a]pyridin-6-yl)3-isopropyl-1H-indol-5-yl)piperidin-1-yl)acetamide